2-(4-iodo-1H-pyrazol-1-yl)-2-methyl-N-(2-(1-methyl-1H-pyrazol-4-yl)-4-(Trifluoromethyl)phenyl)propanamide IC=1C=NN(C1)C(C(=O)NC1=C(C=C(C=C1)C(F)(F)F)C=1C=NN(C1)C)(C)C